N,N-bis(2,2,6,6-tetramethyl-4-piperidyl)-1,6-hexanediamine CC1(NC(CC(C1)N(CCCCCCN)C1CC(NC(C1)(C)C)(C)C)(C)C)C